FC1(C(C(C(C(C1(F)F)(F)F)(F)F)(F)F)=O)C(F)(F)F perfluoro(methyl-cyclohexanone)